ClC1=CNC2=NC=C(C=C21)C=2C=C1CCN(CC1=C(C2)[C@H]2NCCOC2)C(=O)N2CCC(CC2)OC (R)-(6-(3-chloro-1H-pyrrolo[2,3-b]pyridine-5-yl)-8-(morpholin-3-yl)-3,4-dihydroisoquinolin-2(1H)-yl)(4-methoxypiperidin-1-yl)methanone